C(C)(=O)N[C@@H](CCCCN)C(=O)N[C@@H](C(C)C)C(=O)N[C@@H](CCCNC(=O)N)C(=O)O N~2~-acetyl-L-lysyl-L-valyl-L-citrulline